CC(CS(=O)(=O)C=1C=C2C=NN(C2=C(C1)N1[C@@H]2CN(C[C@H]1CC2)C(=O)C2=CC=C(C=C2)F)CCOC)(C)C [(1S,5R)-8-[5-(2,2-dimethylpropylsulfonyl)-1-(2-methoxyethyl)indazol-7-yl]-3,8-diazabicyclo[3.2.1]octan-3-yl]-(4-fluorophenyl)methanone